4,5-dihydroxy-3-methoxybenzaldehyde OC1=C(C=C(C=O)C=C1O)OC